N-(4-(5-(difluoromethyl)-1,3,4-oxadiazol-2-yl)-2-fluorobenzyl)-N-(4-(furan-2-yl)phenyl)thiomorpholin-4-carboxamide FC(C1=NN=C(O1)C1=CC(=C(CN(C(=O)N2CCSCC2)C2=CC=C(C=C2)C=2OC=CC2)C=C1)F)F